trisdimethylaminosilane CN(C)[SiH](N(C)C)N(C)C